O1C(C1)COCCOCCOCCNC(OC(C)(C)C)=O tert-butyl (2-(2-(2-(oxiran-2-ylmethoxy)ethoxy)ethoxy)ethyl)carbamate